3-(6-fluoro-1H-benzo[d]imidazol-2-yl)-N-[4-(2-pyridyl)phenyl]aniline FC=1C=CC2=C(NC(=N2)C=2C=C(NC3=CC=C(C=C3)C3=NC=CC=C3)C=CC2)C1